CNC(=O)C1=NNC2=CC(=CC=C12)C=1C=NC(=C(C1)C(NC(C)C1=CC(=CC=C1)OC(F)(F)F)=O)C N-methyl-6-[6-methyl-5-({1-[3-(tri-fluoromethoxy)phenyl]ethyl}carbamoyl)pyridin-3-yl]-1H-indazole-3-carboxamide